4-[2-(benzyloxy)ethoxy]2-bromo-1-fluorobenzene C(C1=CC=CC=C1)OCCOC1=CC(=C(C=C1)F)Br